F[C@@H]1CN(CC[C@H]1N(C(=O)NC1=NC=CC(=C1)C(F)(F)F)C)C=1C=C2C(=NC1)NN=C2 ((3R,4R)-3-fluoro-1-(1H-pyrazolo[3,4-b]pyridin-5-yl)piperidin-4-yl)-1-methyl-3-(4-(trifluoromethyl)pyridin-2-yl)urea